[C@@H]1(C=C(O)[C@@H](CO)O1)N1C(=O)NC(=O)C(C)=C1 2',3'-didehydrothymidine